methyl (5-(1-(3-fluorophenyl)ethyl)thiophene-2-carbonyl)glycinate FC=1C=C(C=CC1)C(C)C1=CC=C(S1)C(=O)NCC(=O)OC